(1S)-7,7-dimethyl-spiro[8-oxa-6-azatricyclo[4.3.0.02,4]nonan-3,1'-cyclopropan]-5-one CC1(N2C(C3C([C@H]2CO1)C31CC1)=O)C